7-(6-morpholinopyridin-3-yl)benzo[d][1,3]dioxol-5-carboxamide O1CCN(CC1)C1=CC=C(C=N1)C1=CC(=CC2=C1OCO2)C(=O)N